[Hf+4].C[N-]C.C[N-]C.C[N-]C.C[N-]C (N,N-dimethylamide) hafnium